FC1=C(C=C(C(=C1F)C=1C=C(C=2N=C(N=CC2N1)N[C@@H]1CNC[C@H](C1)F)C(C)C)F)NS(=O)(=O)C1=CC=CC=C1 N-(2,3,5-trifluoro-4-(2-(((3S,5S)-5-fluoropiperidin-3-yl)amino)-8-iso-propylpyrido[3,2-d]pyrimidin-6-yl)phenyl)benzenesulfonamide